O[C@H](C(=O)NC=1SC(=C(N1)C)C(=O)OCCC)CNC1=NC=CC2=CC=C(C=C12)C1=NOC(=N1)C propyl (S)-2-(2-hydroxy-3-((7-(5-methyl-1,2,4-oxadiazol-3-yl)isoquinolin-1-yl)amino)propanamido)-4-methylthiazole-5-carboxylate